C(C)(C)(C)OC(=O)NCCN1C(=CC(=C1)C1=NC(=NC=C1Cl)Cl)C(=O)[O-] 1-(2-((tert-butoxycarbonyl)amino)ethyl)-4-(2,5-dichloropyrimidin-4-yl)-1H-pyrrole-2-carboxylate